2-([2,2'-bipyridyl]-6-ylamino)thiazole-5-carboxylic acid ethyl ester C(C)OC(=O)C1=CN=C(S1)NC1=CC=CC(=N1)C1=NC=CC=C1